C(C)(C)N1C=NC(=C1)C=1C=C(C=CC1NC1=NC=C(C=C1)C(F)(F)F)S(=O)(=O)N(C)CC1=CC=C(C=C1)OC 3-(1-Isopropylimidazol-4-yl)-N-[(4-methoxyphenyl)methyl]-N-methyl-4-[[5-(trifluoromethyl)-2-pyridyl]amino]benzenesulfonamide